N-(3-((N,N-dimethylsulfamoyl)amino)-4-hydroxyphenyl)-4'-(trifluoromethyl)-[1,1'-biphenyl]-4-carboxamide CN(S(=O)(=O)NC=1C=C(C=CC1O)NC(=O)C1=CC=C(C=C1)C1=CC=C(C=C1)C(F)(F)F)C